BrC=1C=C2C(=C(C(N(C2=NC1)CC1=CC(=CC=C1)C#N)=O)C(=O)NC1CC2(C1)CCC2)C 6-bromo-1-(3-cyanobenzyl)-4-methyl-2-oxo-N-(spiro[3.3]hept-2-yl)-1,2-dihydro-1,8-naphthyridine-3-carboxamide